6-chloro-5-(4-chloropiperazin-1-yl)-2,3-dihydro-1,4-benzodioxine ClC1=C(C2=C(OCCO2)C=C1)N1CCN(CC1)Cl